S1C(=NC2=C1C=CC=C2)\C(\CCC(=O)O)=C\C2=CC(=C(C=C2)OCC2=CC=CC=C2)OC (E)-4-(benzo[d]thiazol-2-yl)-5-(4-(benzyloxy)-3-methoxyphenyl)pent-4-enoic acid